NC1=NC(=CC(=N1)N1CCC2(C[C@H](NC2)C(=O)O)CC1)O[C@@H](C(F)(F)F)C1=C(C=C(C=C1)C1=CC(=CC=C1)C#N)N1N=C(C=C1)C (S)-8-(2-amino-6-((R)-1-(3'-cyano-3-(3-methyl-1H-pyrazol-1-yl)-[1,1'-biphenyl]-4-yl)-2,2,2-trifluoroethoxy)pyrimidin-4-yl)-2,8-diazaspiro[4.5]decane-3-carboxylic acid